[N+](=O)([O-])C=1C(=CC2=C(C1)C=1C(=NC=CC1)O2)C(=O)OC methyl 6-nitrobenzofurano[2,3-b]pyridine-7-carboxylate